FC(C=1C(=NC(=NC1)NC=1C(=NN(C1)C1CCNCC1)C)NCCCN1C(OCCC1)=O)F 3-(3-((5-(Difluoromethyl)-2-((3-methyl-1-(piperidin-4-yl)-1H-pyrazol-4-yl)amino)pyrimidin-4-yl)amino)propyl)-1,3-oxazinan-2-on